BrC1=C(C=C(C(=C1)Br)OC)S(=O)(=O)Cl 2,4-dibromo-5-methoxyphenylsulfonyl chloride